butyl-dimethylimidazolium C(CCC)C=1[N+](=C(NC1)C)C